1-(3,3-Difluoroazetidin-1-yl)-2-[6-[3-(difluoromethyl)phenyl]pyrazolo[4,3-b]pyridin-1-yl]ethanone FC1(CN(C1)C(CN1N=CC2=NC=C(C=C21)C2=CC(=CC=C2)C(F)F)=O)F